CN(CC(=O)N1CCC(CC1)C=1C=C2C(=C(NC2=CC1)C1=C2C(=NC=C1)NC=C2)C(C)C)C 2-(dimethylamino)-1-(4-(3-isopropyl-2-(1H-pyrrolo[2,3-b]pyridin-4-yl)-1H-indol-5-yl)piperidin-1-yl)ethan-1-one